O(C1=CC=CC=C1)[C@H]1C[C@@H](N(C1)C(=O)OC(C)(C)C)C(=O)OCC1=CC=CC=C1 2-benzyl 1-(tert-butyl) (2R,4S)-4-phenoxypyrrolidine-1,2-dicarboxylate